(R)-2-(3-(6-chloro-7-fluoro-5-methoxy-1-methyl-3-(1H-pyrazol-4-yl)-1H-indol-2-yl)-1H-1,2,4-triazol-5-yl)propanenitrile ClC1=C(C=C2C(=C(N(C2=C1F)C)C1=NNC(=N1)[C@@H](C#N)C)C=1C=NNC1)OC